The molecule is a cytochalasan alkaloid found in Chaetomium globosum and Chaetomium brasiliense. It has a role as an antineoplastic agent and a Chaetomium metabolite. It is a cytochalasan alkaloid, a member of indoles, a macrocycle and a secondary alpha-hydroxy ketone. C[C@H]\\1C/C=C/[C@H]2[C@@H](C(=C)[C@H]([C@@H]3[C@@]2(C(=O)/C=C/C(=O)[C@@H](/C(=C1)/C)O)C(=O)N[C@H]3CC4=CNC5=CC=CC=C54)C)O